3-(2,6-bis(benzyloxy)pyridin-3-yl)-1-methyl-6-(4-((S)-5-((1r,4R)-4-(2-methyl-3-(4,4,5,5-tetramethyl-1,3,2-dioxaborolan-2-yl)phenoxy)cyclohexyl)pentan-2-yl)piperazin-1-yl)-1H-indazole C(C1=CC=CC=C1)OC1=NC(=CC=C1C1=NN(C2=CC(=CC=C12)N1CCN(CC1)[C@@H](C)CCCC1CCC(CC1)OC1=C(C(=CC=C1)B1OC(C(O1)(C)C)(C)C)C)C)OCC1=CC=CC=C1